(5S)-N-(5-Chloropyrimidin-2-yl)-1,5-dimethyl-2-oxo-6,7-dihydro-5H-cyclopenta[b]pyridine-3-carboxamide ClC=1C=NC(=NC1)NC(=O)C1=CC2=C(N(C1=O)C)CC[C@@H]2C